ClC=1C2=C(N=C(N1)C)NC=C2 4-chloro-2-methyl-7H-pyrrolo[2,3-d]pyrimidine